C(C)(C)(C)OC(=O)NC(C(=O)O)CC1=NC2=CC=CC=C2NC1=O (tert-Butoxycarbonylamino)-3-(3-oxo-4H-quinoxalin-2-yl)propionic acid